FC1=CC=C(C=C1)C1C(C1C1=CC=C(C=C1)F)C1=NC(=NO1)[C@H](C)NC(C1=NC=CC(=C1O)OC)=O N-((1S)-1-(5-(2,3-bis(4-fluorophenyl)cyclopropyl)-1,2,4-oxadiazol-3-yl)ethyl)-3-hydroxy-4-methoxypicolinamide